C(C)(C)OC(=O)N1[C@H](CN(CC1)CC1=C(C(=CC(=C1)C)NC=1OC(=NN1)C[C@H](C)O)C)C (2S)-4-[[3-[[5-[(2S)-2-hydroxypropyl]-1,3,4-oxadiazol-2-yl]amino]-2,5-dimethyl-phenyl]methyl]-2-methyl-piperazine-1-carboxylic acid isopropyl ester